Methyl-triphenoxyphosphorous iodide CC1=C(O[IH]P([IH]OC2=CC=CC=C2)[IH]OC2=CC=CC=C2)C=CC=C1